(1S,5R,7R)-7-ethynyl-3-(pyridin-2-yl)-3,6-diazabicyclo[3.2.1]octan-4-one C(#C)[C@@H]1N[C@H]2C(N(C[C@@H]1C2)C2=NC=CC=C2)=O